2-(4-(1-(4-chloro-3-fluorophenyl)-3,3-dimethyl-2,3-dihydro-1H-pyrrolo[3,2-b]pyridine-5-carbonyl)-3,3-dimethylpiperazin-1-yl)-pyrimidine-5-carboxylic acid ClC1=C(C=C(C=C1)N1CC(C2=NC(=CC=C21)C(=O)N2C(CN(CC2)C2=NC=C(C=N2)C(=O)O)(C)C)(C)C)F